O=C(C(CCC)OC(C1=C(C=CC=C1)C)=O)C1=CC=CC=C1 Methylbenzoic acid 1-oxo-1-phenyl-2-pentyl ester